4-(1-methyl-1H-pyrazol-4-ylamino)-6,7-dihydro-5H-pyrrolo[3,4-d]pyrimidin-5-one CN1N=CC(=C1)NC=1C2=C(N=CN1)CNC2=O